(2,2-dimethyl-5-(2-chloropyrimidin-5-yl)-1,3-dioxolan-4-yl)methylsulfamate CC1(OC(C(O1)CNS([O-])(=O)=O)C=1C=NC(=NC1)Cl)C